1-[4-[5-ethyl-3-(trifluoromethyl)pyrazol-1-yl]phenyl]methylamine C(C)C1=CC(=NN1C1=CC=C(C=C1)CN)C(F)(F)F